O1C(=CC2=C1C=CC=C2)CC(C)NC [1-(1-benzofuran-2-yl)propan-2-yl](methyl)amine